diethyl 2-hydroxy-4-oxo-2-(trifluoromethyl)hexanedioate OC(C(=O)OCC)(CC(CC(=O)OCC)=O)C(F)(F)F